NC=1C=C(C=CC1)C(S(=O)(=O)N1CCC(CC1)NC=1C=C(C=CC1)C1=C(C(=C(S1)C(=O)OC(C)(C)C)OCC(=O)O)Cl)C1=CC=CC=C1 2-[[5-[3-[[1-[(3-aminophenyl)-phenyl-methyl]sulfonyl-4-piperidyl]amino]phenyl]-2-tert-butoxycarbonyl-4-chloro-3-thienyl]oxy]acetic acid